2-(thiophen-2-yl)-4-methyl-tetrahydropyran-4-ol S1C(=CC=C1)C1OCCC(C1)(O)C